4-(2-chlorophenyl)-7-(4-methyl-1,3-oxazol-5-yl)-2-(2-(2-propenoyl)-2,6-diazaspiro[3.4]octan-6-yl)-3-quinolinecarbonitrile ClC1=C(C=CC=C1)C1=C(C(=NC2=CC(=CC=C12)C1=C(N=CO1)C)N1CC2(CN(C2)C(C=C)=O)CC1)C#N